CN1N=CC(=C1C)C1=CC=C(C=C1)CN(C1=CC(=NC=2N1N=C(C2C=2C(=CC(=NC2)N(C)C)C)C)C)C 5-[7-({[4-(1,5-dimethyl-1H-pyrazol-4-yl)phenyl]methyl}(methyl)amino)-2,5-dimethylpyrazolo[1,5-a]pyrimidin-3-yl]-N,N,4-trimethylpyridin-2-amine